F[C@@H]1CNCC[C@H]1N (3R,4R)-3-fluoropiperidine-4-amine